di(2-methylpropyl) malonate C(CC(=O)OCC(C)C)(=O)OCC(C)C